7-chloro-3-[5-(difluoromethyl)-1,3,4-thiadiazol-2-yl]-1-methyl-2-oxo-benzimidazole-5-sulfonyl fluoride ClC1=CC(=CC2=C1N(C(N2C=2SC(=NN2)C(F)F)=O)C)S(=O)(=O)F